C1(CC1)C#CC1=CC(=C(COC2=NC(=NC=C2F)C=2CCN(CC2)CC2=NC3=C(N2C[C@H]2OCC2)C=C(C=C3)C(=O)O)C=C1)F (S)-2-((4-(4-((4-(cyclopropylethynyl)-2-fluorobenzyl)oxy)-5-fluoropyrimidin-2-yl)-3,6-dihydropyridin-1(2H)-yl)methyl)-1-(oxetan-2-ylmethyl)-1H-benzo[d]imidazole-6-carboxylic acid